methyl 3-((2-(5-fluoropyridin-3-yl)-2H-indazol-5-yl)thio)propanoate FC=1C=C(C=NC1)N1N=C2C=CC(=CC2=C1)SCCC(=O)OC